5-methyl-1-(4-((4'-(pyrrolidin-1-ylmethyl)-[1,1'-biphenyl]-4-yl)methyl)phenyl)-1H-1,2,4-triazole-3-carboxamide CC1=NC(=NN1C1=CC=C(C=C1)CC1=CC=C(C=C1)C1=CC=C(C=C1)CN1CCCC1)C(=O)N